FC1=C(C=CC(=C1C)F)N(C(=O)[C@H]1N(S(CC1)(=O)=O)C1=NC(=NC(=C1)C(F)(F)F)C)C (S)-N-(2,4-difluoro-3-methylphenyl)-N-methyl-2-(2-methyl-6-(trifluoromethyl)pyrimidin-4-yl)isothiazolidine-3-carboxamide 1,1-dioxide